NCC(NCC(NC(C(NCC(NCOCCOCCOCCC)=O)=O)CC1=CC=CC=C1)=O)=O 1-amino-7-benzyl-2,5,8,11-tetraoxo-14,17,20-trioxa-3,6,9,12-tetraazatricosan